ClC1=CC=C(C=C1)C1=NN(N=C1)C1=CC(=CC=C1)[C@H](C)SC1=NN=CN1C (S)-4-(4-chlorophenyl)-2-(3-(1-(4-methyl-4H-1,2,4-triazol-3-ylthio)ethyl)phenyl)-2H-1,2,3-triazole